FC1=CC=C(C=N1)C=1C=2N(C=C(C1)OCC(C#C[Si](C)(C)C)O)N=CC2C#N 4-(6-fluoropyridin-3-yl)-6-(2-hydroxy-4-(trimethylsilyl)but-3-yn-1-yl-oxy)pyrazolo[1,5-a]pyridine-3-carbonitrile